C(C1=CC=CC=C1)OC=1C=CC2=C(C(=C(O2)C)C2=NC=CC(=N2)C(=O)O)C1 2-(5-(benzyloxy)-2-methylbenzofuran-3-yl)pyrimidine-4-carboxylic acid